Cl.ClC=1C(=NC=CC1)OC[C@@H]1NCCC1 (R)-3-chloro-2-(pyrrolidin-2-ylmethoxy)pyridine HCl